1-(5-((4-(3-fluoropyridin-4-yl)piperazin-1-yl)methyl)-1-oxoisoindolin-2-yl)dihydropyrimidine-2,4(1H,3H)-dione FC=1C=NC=CC1N1CCN(CC1)CC=1C=C2CN(C(C2=CC1)=O)N1C(NC(CC1)=O)=O